1,5-bis-nitrooxypentane [N+](=O)([O-])OCCCCCO[N+](=O)[O-]